δ-aminobutylglycine NCCCCNCC(=O)O